palmitoleyl nonacosanoate C(CCCCCCCCCCCCCCCCCCCCCCCCCCCC)(=O)OCCCCCCCC\C=C/CCCCCC